(3-formyl-1H-indol-1-yl)octanoic acid methyl ester COC(C(CCCCCC)N1C=C(C2=CC=CC=C12)C=O)=O